2,4-dichloro-3-fluoro-6-bromoaniline sulfate S(=O)(=O)(O)O.ClC1=C(N)C(=CC(=C1F)Cl)Br